2-(5-isobutyl-2,5-diazabicyclo[2.2.1]heptan-2-yl)-N-(1H-pyrazol-4-yl)quinazolin-4-amine C(C(C)C)N1C2CN(C(C1)C2)C2=NC1=CC=CC=C1C(=N2)NC=2C=NNC2